BrC1=C(C(=C(C=C1)N1CCOCC1)C)F 4-(4-Bromo-3-fluoro-2-methyl-phenyl)morpholine